C1=CC=NC(=C1)C2=NC(=CC=C2)C3=CC=CC=N3 The molecule is a tridentate heterocyclic ligand that binds metals at three meridional sites giving two adjacent 5-membered MN2C2 chelate rings. It has a role as a chelator.